IC=1C=C(C(=O)O)C=C(C1)C=O 3-iodo-5-formylbenzoic acid